FC(C1(CC1)CNC(=O)C=1C=CC2=C(N=CO2)C1)(F)F N-{[1-(trifluoromethyl)cyclopropyl]Methyl}-1,3-benzoxazole-5-carboxamide